FC1(CCN(CC1)C(CCCCCC[N-]C=1C=CC=C2C(=NN(C12)C)C1C(NC(CC1)=O)=O)=O)F 7-(4,4-difluoropiperidin-1-yl)-N-(3-(2,6-dioxopiperidin-3-yl)-1-methyl-1H-indazol-7-yl)-7-oxoheptylamide